OCCN1CCN(CC1)CC(CC)O N-(2-hydroxyethyl)-N'-(2-hydroxybutyl)piperazine